O[C@H](CNC1=CC(=CC(=N1)N1C(C2=CC=CC(=C2C1)C(F)(F)F)=O)[C@@H](CC1=NN=CN1C)C)C 2-(6-((S)-2-hydroxypropylamino)-4-((R)-1-(4-methyl-4H-1,2,4-triazol-3-yl)propan-2-yl)pyridin-2-yl)-4-(trifluoromethyl)isoindolin-1-one